CYCLOPROPANE-1-CARBONITRILE C1(CC1)C#N